1-(2-(4-bromophenyl)-3,3-difluoroallyl)hydrazine BrC1=CC=C(C=C1)C(CNN)=C(F)F